FC(C1=CC=C(C=C1)/C=C/C1CN(C1)C(C=C)=O)(F)F 1-{3-[(E)-2-[4-(trifluoromethyl)phenyl]ethenyl]azetidin-1-yl}prop-2-en-1-one